FC1=C2CN(C(C2=CC=C1C1=NC=CC(=C1F)CN1C[C@H](CC1)CO)=O)C1C(NC(CC1)=O)=O 3-(4-fluoro-5-(3-fluoro-4-(((S)-3-(hydroxymethyl)pyrrolidin-1-yl)methyl)pyridin-2-yl)-1-oxoisoindolin-2-yl)piperidine-2,6-dione